BrC=1C(=C(C=C(C1C(=O)C1=C(C=CC(=C1)F)Cl)[N+](=O)[O-])NC(=O)OC(C)(C)C)OC 2-methylpropan-2-yl ({3-bromo-4-[(2-chloro-5-fluorophenyl)carbonyl]-2-methoxy-5-nitrophenyl}amino)methanoate